(3S,5R,8R,9S,10S,11S,13R,14S,17R)-11,14-dihydro-10,13-dimethyl-12-oxo-17-(2-oxo-2H-pyran-5-yl)hexahydro-1H-cyclopenta[a]phenanthrene-3-yl-(4-nitro-phenyl) carbonate C(OC1=C(C=C(C=C1)[N+](=O)[O-])[C@H]1CC[C@@]2(C=3CC([C@]4(C(=CC[C@H]4C3CC[C@@H]2C1)C=1C=CC(OC1)=O)C)=O)C)([O-])=O